O1[C@@H](C1)CN1C(C2=CC=CC=C2C1=O)=O 2-[[(2R)-oxiran-2-yl]methyl]isoindoline-1,3-dione